S1C(SCCC1)C(\C(=C\C=1C=CC=2N(C3=CC=CC=C3C2C1)C)\C1=CC=CC=C1)=O (E)-1-(1,3-Dithian-2-yl)-3-(9-methyl-9H-carbazol-3-yl)-2-phenylprop-2-en-1-one